ClC=1C=C(C=CC1)NC(=S)N1C=COC2=C1C=CC=C2 N-(3-chlorophenyl)-1,4-benzoxazine-4-thiocarboxamide